(S)-7-(1-(2-hydroxyethyl)-1H-pyrazol-4-yl)-N-(2-methyl-5-(2-(2-methylpiperidin-1-yl)acetamido)pyridin-3-yl)-[1,2,4]triazolo[4,3-a]pyridine-3-carboxamide OCCN1N=CC(=C1)C1=CC=2N(C=C1)C(=NN2)C(=O)NC=2C(=NC=C(C2)NC(CN2[C@H](CCCC2)C)=O)C